3,5-dichloro-4-((4-chloro-5-(methyl-d3)-6,7-dihydro-5H-cyclopenta[d]pyridazin-1-yl)oxy)aniline ClC=1C=C(N)C=C(C1OC1=NN=C(C2=C1CCC2C([2H])([2H])[2H])Cl)Cl